METHYL 3-METHOXY-2-METHYLBENZOATE COC=1C(=C(C(=O)OC)C=CC1)C